C(C1=CC=CC=C1)OC1=C(C=C2C(=CNC2=C1)C=1C(N(C(C1Br)=O)CC1=C(C=C(C=C1)OC)OC)=O)F 3-[6-(benzyloxy)-5-fluoro-1H-indol-3-yl]-4-bromo-1-(2,4-dimethoxybenzyl)-1H-pyrrole-2,5-dione